C1(CCCCC1)NC1CCOCC1 4-(cyclohexyl-amino)-tetrahydropyran